N1=C(N=C(C=C1)C1=C(C=2C(NCCC2N1)=O)I)C1=NC=NC=C1 2-{[2,4'-bipyrimidine]-4-yl}-3-iodo-1h,5h,6h,7h-pyrrolo[3,2-c]Pyridin-4-one